[1-[2-(3,5-dibromo-1,2,4-triazol-1-yl)ethyl]]Piperidine BrC1=NN(C(=N1)Br)CCN1CCCCC1